C1(CC1)C1=NN(C2=CC=C(C=C12)C(=O)OC)C1OCCCC1 methyl 3-cyclopropyl-1-(oxan-2-yl)indazole-5-carboxylate